CC1(C(CCC1)CNC(=O)C=1C=C(C=NC1OC)C1=CC=C2C(=NNC2=C1)C(=O)NC)C 6-(5-{[(2,2-dimethylcyclopentyl)methyl]carbamoyl}-6-methoxypyridin-3-yl)-N-methyl-1H-indazole-3-carboxamide